NC1=NC(=C(C=C1C=1C=C2CCNC(C2=CC1)=O)C1=CC=C(C=C1)S(=O)(=O)C)F 6-(2-amino-6-fluoro-5-(4-(methylsulfonyl)phenyl)pyridin-3-yl)-3,4-dihydroisoquinolin-1(2H)-one